COC([C@@H](N)COC=1C=C2CCN(CC2=CC1[N+](=O)[O-])C(C(F)(F)F)=O)=O O-(7-Nitro-2-(2,2,2-trifluoroacetyl)-1,2,3,4-tetrahydroisoquinolin-6-yl)-L-serine methyl ester